1-(1-(4-(tert-butyl)benzyl)piperidin-4-yl)-6-chloro-2-methyl-1H-benzo[d]imidazole C(C)(C)(C)C1=CC=C(CN2CCC(CC2)N2C(=NC3=C2C=C(C=C3)Cl)C)C=C1